7-(methylcarbamoyl)-5H-pyrrolo[3,2-d]pyrimidin CNC(=O)C1=CNC2=C1N=CN=C2